N-(2-chloro-4-(2-methoxy-ethoxy)phenyl)-7-methylquinolin-4-amine ClC1=C(C=CC(=C1)OCCOC)NC1=CC=NC2=CC(=CC=C12)C